CN(C(=O)[C@@H]1C[C@H]2[C@@H](N1C(=O)OC(C)(C)C)CCC2)C=2C=C(C=CC2)C tert-butyl (2S,3aS,6aS)-2-(methyl (m-tolyl)carbamoyl)hexahydrocyclopenta[b]pyrrole-1(2H)-carboxylate